2-methyl-N-(2,2,2-trifluoro-1-(4-fluorophenyl)ethyl)imidazo[1,2-b]pyridazine-6-sulfonamide CC=1N=C2N(N=C(C=C2)S(=O)(=O)NC(C(F)(F)F)C2=CC=C(C=C2)F)C1